C(C)OC(=O)N1CC2(C1)C[C@@H](CC2)N2CCN(CC2)C2=NC=C(C=C2C=2C(=NC(=CC2)OC)C)F.BrC[Si](C)(C)OC2=CC=CC=C2 bromophenoxytrimethylsilane ethyl-(6R)-6-[4-[5-fluoro-3-(6-methoxy-2-methyl-3-pyridyl)-2-pyridyl]-piperazin-1-yl]-2-azaspiro[3.4]octane-2-carboxylate